The molecule is alpha-Neup5Gc-(2->6)-D-GalpNAc in which the anomeric configuration at the reducing end is alpha. It has a role as an epitope. CC(=O)N[C@@H]1[C@H]([C@H]([C@H](O[C@@H]1O)CO[C@@]2(C[C@@H]([C@H]([C@@H](O2)[C@@H]([C@@H](CO)O)O)NC(=O)CO)O)C(=O)O)O)O